FC(CCC1=NN=C(S1)C(=O)NC)CN1N=NC(=C1)C(NCC=1C=NC=C(C1)C(F)(F)F)=O 5-{3-fluoro-4-[4-({[5-(trifluoromethyl)pyridin-3-yl]methyl}carbamoyl)-1H-1,2,3-triazol-1-yl]butyl}-N-methyl-1,3,4-thiadiazole-2-carboxamide